2'-((benzene-1,3,5-trisyl-tri(oxy))tris(3-(trifluoromethyl)benzene-4,1-diyl))tris(1,3-dioxoisoindole-5-carboxylic acid) C1(=CC(=CC(=C1)OC1=C(C=C(C=C1)C1=C2C(NC(C2=CC=C1C(=O)O)=O)=O)C(F)(F)F)OC1=C(C=C(C=C1)C1=C2C(NC(C2=CC=C1C(=O)O)=O)=O)C(F)(F)F)OC1=C(C=C(C=C1)C1=C2C(NC(C2=CC=C1C(=O)O)=O)=O)C(F)(F)F